Cl.C(C1=CC=CC=C1)[C@H]1N(CCN(C1)CC)C1=NC=C2C(=N1)N(N=C2C=2C(=C(C(=C(C2)C(F)(F)F)F)O)F)C (R)-3-(6-(2-Benzyl-4-ethylpiperazin-1-yl)-1-methyl-1H-pyrazolo[3,4-d]pyrimidin-3-yl)-2,6-difluoro-5-(trifluoromethyl)phenol hydrochloride